ClC=1C=C(C=C(C1)Cl)NC1=NC2=CC=CC=C2C(=N1)NCCC(C)C N2-(3,5-dichlorophenyl)-N4-isopentylquinazoline-2,4-diamine